C(C1=CC=CC=C1)OC(=O)N1C[C@](CC1)(C)C#N (3R)-3-cyano-3-methylpyrrolidine-1-carboxylic acid benzyl ester